OC1CCN(CC1)CCC(CSC1=CC=CC=C1)NC1=C(C=C(C(=O)N)C=C1)S(=O)(=O)C1=C(C=CC=C1)S(=O)(=O)C(F)(F)F 4-(4-(4-hydroxypiperidin-1-yl)-1-(phenylthio)butan-2-ylamino)-3-(trifluoromethylsulfonylphenylsulfonyl)benzamide